C1(CC1)CO[C@@H]1C[C@H]2CC(CN2C1)=C (2R,7aR)-2-(cyclopropylmethoxy)-6-methylenetetrahydro-1H-pyrrolizine